P(O)(O)O.[Li] lithium phosphorous acid